The molecule is an oligopeptide composed of L-glutamine, L-tyrosine, L-isoleucine, L-lysine, L-alanine, L-asparagine, L-serine, L-lysine, L-phenylalanine, L-isoleucine, glycine, L-isoleucine, L-threonine, L-glutamic acid and L-leucine joined in sequence by peptide linkages. CCC(C)[C@@H](C(=O)N[C@@H](C(C)O)C(=O)N[C@@H](CCC(=O)O)C(=O)N[C@@H](CC(C)C)C(=O)O)NC(=O)CNC(=O)[C@H](C(C)CC)NC(=O)[C@H](CC1=CC=CC=C1)NC(=O)[C@H](CCCCN)NC(=O)[C@H](CO)NC(=O)[C@H](CC(=O)N)NC(=O)[C@H](C)NC(=O)[C@H](CCCCN)NC(=O)[C@H](C(C)CC)NC(=O)[C@H](CC2=CC=C(C=C2)O)NC(=O)[C@H](CCC(=O)N)N